OCCCN(CCCCC/C(/C(=O)[O-])=C(\CCCCCCCCCC)/CCCC)CCCCC/C(/C(=O)[O-])=C(\CCCCCCCCCC)/CCCC ((3-hydroxypropyl)azanediyl)bis(pentane-5,1-diyl)(2E,2'E)-bis(3-butyltridec-2-enoate)